1-methoxy-4-nitro-2-(trifluoromethoxy)benzene tert-butyl-((1-(3-fluorophenyl)-1H-1,2,4-triazol-5-yl)methyl)carbamate C(C)(C)(C)N(C(O)=O)CC1=NC=NN1C1=CC(=CC=C1)F.COC1=C(C=C(C=C1)[N+](=O)[O-])OC(F)(F)F